C1(CC1)[C@H](C)N1N=C(C(=C1)NC(=O)C=1N=C(SC1)C=1C=NNC1)C |o1:3| (S)- or (R)-N-{1-[1-cyclopropylethyl]-3-methyl-1H-pyrazol-4-yl}-2-(1H-pyrazol-4-yl)-1,3-thiazole-4-carboxamide